FC=1C=C(C=CC1NC1=NC=C(C(=N1)N1C[C@@](CCC1)(C)O)C(F)(F)F)S(=O)(=O)N[C@H]1[C@H](CN(CC1)C(=O)OC(C)(C)C)C tert-butyl (3S,4R)-4-[[3-fluoro-4-[[4-[(3S)-3-hydroxy-3-methyl-1-piperidyl]-5-(trifluoromethyl)pyrimidin-2-yl]amino]phenyl]sulfonylamino]-3-methyl-piperidine-1-carboxylate